FC1(CN(CC[C@H]1N1C([C@@H](CC1)OC[C@H](C)NC=1C=NNC(C1C(F)(F)F)=O)=O)C1=NC=C(C#N)C=C1)F 6-((R)-3,3-difluoro-4-((R)-2-oxo-3-((S)-2-((6-oxo-5-(trifluoromethyl)-1,6-dihydropyridazin-4-yl)amino)propoxy)pyrrolidin-1-yl)piperidin-1-yl)nicotinonitrile